CC(C)(C)C1CCC(CC1)OC(C)=O Acetic acid 4-(1,1-dimethylethyl)-1-cyclohexyl ester